6-({5-methyl-3-[6-(trifluoromethyl)pyridin-3-yl]-1,2-oxazol-4-yl}methoxy)-1,2,3,4-tetrahydro-2,7-naphthyridine trifluoroacetate FC(C(=O)O)(F)F.CC1=C(C(=NO1)C=1C=NC(=CC1)C(F)(F)F)COC=1C=C2CCNCC2=CN1